3-(5-(3-(5-(6-amino-1-(3-(3-methoxy-3-oxopropyl)phenyl)hexyl)-1H-imidazol-2-yl)-4-fluorophenoxy)-6-fluoro-1H-indol-4-yl)propanoic acid NCCCCCC(C1=CC(=CC=C1)CCC(=O)OC)C1=CN=C(N1)C=1C=C(OC=2C(=C3C=CNC3=CC2F)CCC(=O)O)C=CC1F